N-acetoxy-1-[4-(2-hydroxyethyloxy)phenylsulfanyl]propan-1-one-2-imine C(C)(=O)ON=C(C(=O)SC1=CC=C(C=C1)OCCO)C